phenyl isodecyl phosphate P(=O)(OC1=CC=CC=C1)(OCCCCCCCC(C)C)[O-]